FC(OC1=CC=C(C=C1)N1C(C(=CC2=CC=C(N=C12)OCC)C1=CN(C(C=C1)=C=O)CC(C)C)=O)F 1-(4-(difluoromethoxy)phenyl)-7-ethoxy-3-(1-isobutyl-6-carbonyl-1,6-dihydropyridin-3-yl)-1,8-naphthyridin-2(1H)-one